C(CCCCCCCCCCC)(=O)OCC(CO)O 2,3-dihydroxyprop-1-yl dodecanoate